triphenol phosphate P(=O)(O)(O)O.C1(=CC=CC=C1)O.C1(=CC=CC=C1)O.C1(=CC=CC=C1)O